N1=NC(C=C1)=O R-pyrazolone